ClC1=C(C=CC=C1)CNS(=O)=O 1-(2-chlorophenyl)-N-methylsulfonamide